3-((2S)-2-hydroxy-3-(8-(pyridin-2-ylsulfonyl)-1-oxa-8-azaspiro[4.5]decan-3-ylamino)propoxy)-N-methylbenzenesulfonamide O[C@H](COC=1C=C(C=CC1)S(=O)(=O)NC)CNC1COC2(C1)CCN(CC2)S(=O)(=O)C2=NC=CC=C2